{4-[2-(acetamido)pyridin-4-yloxy]phenyl}-3-oxo-4-(3,4-dimethoxyphenyl)-3,4-dihydropyrazine-2-carboxamide C(C)(=O)NC1=NC=CC(=C1)OC1=CC=C(C=C1)C=1N(C(C(=NC1)C(=O)N)=O)C1=CC(=C(C=C1)OC)OC